bis-(2-cyanoethyl)-N,N-diisopropyl-phosphoramidite C(#N)CCOP(OCCC#N)N(C(C)C)C(C)C